C(CCC)(=O)NC1=C2N=CN(C2=NC(=N1)F)[C@H]1C[C@@H]([C@](O1)(CO)C#C)OC(CCCCCCCCCCCCCCCC)=O.O[C@@H](CC(=O)O)CCCCCCCCCCC (R)-3-Hydroxymyristic acid (2R,3S,5R)-5-(6-butyramido-2-fluoro-9H-purin-9-yl)-2-ethynyl-2-(hydroxymethyl)tetrahydrofuran-3-yl-heptadecanoate